C1(C=CC2=CC=3CCCC3C=C12)[Li] (1,5,6,7-tetrahydro-s-indacen-1-yl)lithium